C(#N)C[C@@H]1N(CCN(C1)C1=NC(=NC=2C[C@]3(CCC12)CCC1=C(C=CC=C13)Cl)Cl)C(=O)OC(C)(C)C tert-butyl (S)-2-(cyanomethyl)-4-((S)-2',4-dichloro-2,3,5',8'-tetrahydro-6'H-spiro[indene-1,7'-quinazolin]-4'-yl)piperazine-1-carboxylate